C(C)(C)C1=CC2=C(N=CS2)N1C 5-isopropyl-4-methyl-pyrrolo[2,3-d]thiazole